(2S,4R)-1-(2-methylbenzofuro[3,2-d]pyrimidin-4-yl)-4-(2-oxo-2-((4-(pyridazin-3-yl)phenyl)amino)ethyl)pyrrolidine CC=1N=C(C2=C(N1)C1=C(O2)C=CC=C1)N1CC[C@@H](C1)CC(NC1=CC=C(C=C1)C=1N=NC=CC1)=O